N-((4RS,5RS)-3-((RS)-2-cyanopyrrolidine-1-carbonyl)-7-ethyl-4-(4-fluorophenyl)-1-(3-hydroxyphenyl)-6-oxo-4,5,6,7-tetrahydro-1H-pyrazolo[3,4-b]pyridin-5-yl)-3-(trifluoromethyl)benzamide C(#N)[C@@H]1N(CCC1)C(=O)C1=NN(C=2N(C([C@@H]([C@@H](C21)C2=CC=C(C=C2)F)NC(C2=CC(=CC=C2)C(F)(F)F)=O)=O)CC)C2=CC(=CC=C2)O |r|